FC1(CCC(CC1)C1=C(C=CC=N1)CO)F 6-(4,4-difluorocyclohexyl)-5-(hydroxymethyl)pyridin